1-[(1r,2r,3r,4r)-3-(2,6-dihydroxy-4-pentylphenyl)-2-hydroxy-4-prop-1-en-2-ylcyclopentyl]ethanone OC1=C(C(=CC(=C1)CCCCC)O)[C@@H]1[C@H]([C@@H](C[C@H]1C(=C)C)C(C)=O)O